BrC=1C(=C(C=CC1)NC(=O)C1=NN2C([C@H](CCC2)NCC(=O)OC)=C1)Cl methyl 2-[[(4S)-2-[(3-bromo-2-chloro-phenyl)carbamoyl]-4,5,6,7-tetrahydropyrazolo[1,5-a]pyridin-4-yl]amino]acetate